C(C)(C)(C)C=1N(C=CN1)CC1=CC=C(C=C1)C1=C(C=NC(=C1)CC(C)C)S(=O)(=O)NC(OC)=O Methyl ((4-(4-((2-(tert-butyl)-1H-imidazol-1-yl)methyl)phenyl)-6-isobutylpyridin-3-yl)sulfonyl)carbamate